ClC1=C(C=C(C=C1)N1CC(C2=NC(=CC=C21)C(=O)N2C(CN(CC2)C=2C=NC=C(C(=O)O)C2)(C)C)(C)C)F 5-(4-(1-(4-chloro-3-fluorophenyl)-3,3-dimethyl-2,3-dihydro-1H-pyrrolo[3,2-b]pyridine-5-carbonyl)-3,3-dimethylpiperazin-1-yl)nicotinic acid